[Si](C1=CC=CC=C1)(C1=CC=CC=C1)(C(C)(C)C)OCC1(CC1)C(=O)N(C)OC 1-(((tert-butyldiphenylsilyl)oxy)methyl)-N-methoxy-N-methylcyclopropanecarboxamide